FC1=CC2=C(C=3NC4=C(C=C(C=C4C3[C@H](C2)CC(=O)O)F)F)C=C1 |r| racemic-2-(3,8,10-trifluoro-6,11-dihydro-5H-benzo[a]carbazol-6-yl)acetic acid